p-phenoxyphenylhydrazine (2S,3R,5S)-5-(2,4-dioxo-5-(thiophen-2-yl)-3,4-dihydropyrimidin-1(2H)-yl)-2-(((4-methylbenzoyl)oxy)methyl)tetrahydrofuran-3-yl-4-methylbenzoate O=C1N(C=C(C(N1)=O)C=1SC=CC1)[C@@H]1C[C@H]([C@@H](O1)COC(C1=CC=C(C=C1)C)=O)OC(C1=CC=C(C=C1)C)=O.O(C1=CC=CC=C1)C1=CC=C(C=C1)NN